CN(C1=NC=C(C=N1)CO[C@H]1CN2C(OC1)=NC(=C2)[N+](=O)[O-])C2=CC(=C(C(=C2)F)F)F (S)-N-methyl-5-(((2-nitro-6,7-dihydro-5H-imidazo[2,1-b][1,3]oxazin-6-yl)oxy)methyl)-N-(3,4,5-trifluorophenyl)pyrimidin-2-amine